NCCC(=O)NC=1N=C(N(C1)C)C(=O)OCC Ethyl 4-(3-aminopropionamido)-1-methylimidazole-2-carboxylate